C(C1=CC=CC=C1)O[C@@H]1[C@H]([C@H](OC[C@H]1OCC1=CC=CC=C1)O[C@@H]1[C@H]([C@H](OCCN=[N+]=[N-])O[C@@H]([C@H]1O)CO)O)O (2-azidoethyl) 3,4-di-O-benzyl-α-D-xylopyranosyl-(1→3)-β-D-glucopyranoside